7,11-dimethyldodec-10-ene-2,5-dione CC(CC(CCC(C)=O)=O)CCC=C(C)C